C1C(CO1)=CCCC(C)=CC=O epoxycitral